ClC(C1=CC=C(C=C1)C1=CC=CC=C1)Cl 4'-dichloromethyl-biphenyl